p-iodoformanilide IC1=CC=C(NC=O)C=C1